N1[C@@H](CCC1)C1=NC=2C(=NC=CC2C2CCN(CC2)C(=O)C2=CC=C(C=C2)OC(F)(F)F)N1 [4-[2-[(2S)-pyrrolidin-2-yl]-3H-imidazo[4,5-b]pyridin-7-yl]-1-piperidyl]-[4-(trifluoromethoxy)phenyl]methanone